2,6-difluoro-4-hydroxyphenylboric acid FC1=C(C(=CC(=C1)O)F)OB(O)O